OC1=C(C=C(C=C1C(C)(C)C)C)N1N=C2C(=N1)C=CC(=C2)Cl 2-(2-hydroxyl-3-tert-butyl-5-methylphenyl)-5-chlorobenzotriazole